C(CCC)C1(CS(C2=C(N(C1)C1=CC=CC=C1)C=C(C(=C2)OCCC(=O)O)SC)(=O)=O)CCCC 3-((3,3-dibutyl-7-(methylsulfanyl)-1,1-dioxo-5-phenyl-2,3,4,5-tetrahydro-1,5-benzothiazepin-8-yl)oxy)propanoic acid